9-bromo-1'-methyl-4-oxo-3,4-dihydro-1H-spiro[furo[2,3-g]quinazoline-2,4'-piperidine]-7-carbonitrile BrC=1C2=C(C=C3C(NC4(CCN(CC4)C)NC13)=O)OC(=C2)C#N